FC1=C(C(=CC(=C1)CNC1=NC(=CC=C1)OC)O)N1CC(NS1(=O)=O)=O 5-(2-fluoro-6-hydroxy-4-(((6-methoxypyridin-2-yl)amino)methyl)phenyl)-1,2,5-thiadiazolidin-3-one 1,1-dioxide